FC1(CN(CC[C@H]1NC1=NN2C(C(=N1)OC)=C(C=C2)C=2C=CC1=C(N(N=N1)CC(F)(F)F)C2)CC)F (R)-2-(3,3-Difluoro-4-((4-methoxy-5-(1-(2,2,2-trifluoroethyl)-1H-benzo[d][1,2,3]triazol-6-yl)pyrrolo[2,1-f][1,2,4]triazin-2-yl)amino)piperidin-1-yl)ethan